ClC1=CC=C(C(=N1)C=1C=C2CCC(N(C2=CN1)CC(C(F)(F)F)(F)F)=O)SCC 6-(6-chloro-3-ethylsulfanyl-2-pyridyl)-1-(2,2,3,3,3-pentafluoropropyl)-3,4-dihydro-1,7-naphthyridin-2-one